FC=1C(=C(C2=CC3=CC4=CC=CC=C4C=C3C=C2C1)C#N)C=1C=CNN1 3-fluoro-2-(2H-pyrazol-5-yl)-1-naphthacenecarbonitrile